cyclopropyl-imino-methyl-oxo-λ6-sulfane C1(CC1)S(=O)(C)=N